C(C(=O)OC)(=O)OC(C#C)(CC(C)C)C 3,5-Dimethylhex-1-yn-3-yl methyl oxalate